1-(2-fluoropyridin-3-yl)ethyl (5-(5-aminopyridin-2-yl)-3-methylisoxazol-4-yl)carbamate NC=1C=CC(=NC1)C1=C(C(=NO1)C)NC(OC(C)C=1C(=NC=CC1)F)=O